BrCCOC=1C=C2CCC(N(C2=NC1)C)=O 6-(2-bromoethoxy)-1-methyl-1,2,3,4-tetrahydro-1,8-naphthyridin-2-one